diphenyl[4-(phenylthio)phenylsulfonium] hexafluoroantimonate F[Sb-](F)(F)(F)(F)F.C1(=CC=CC=C1)[S+](C1=CC=C(C=C1)SC1=CC=CC=C1)C1=CC=CC=C1